7-[4-(4-Benzo[b]thiophen-4-ylpiperazin-1-yl)butoxy]-1-isopropoxymethyl-3,4-dihydro-1H-quinolin-2-one S1C2=C(C=C1)C(=CC=C2)N2CCN(CC2)CCCCOC2=CC=C1CCC(N(C1=C2)COC(C)C)=O